titanium dimethylsilane C[SiH2]C.[Ti]